CN1N=CC(=C1)CN1CCC(CC1)C=1C=C2CN(C(C2=CC1)=O)C1C(NC(CC1)=O)=O 3-(5-(1-((1-methyl-1H-pyrazol-4-yl)methyl)piperidin-4-yl)-1-oxoisoindolin-2-yl)piperidine-2,6-dione